1,4-Dibromo-2-butene BrCC=CCBr